4-(5-{[(3R)-2-oxopyrrolidin-3-yl]amino}[1,2,4]triazolo[1,5-c]quinazolin-2-yl)benzonitrile O=C1NCC[C@H]1NC1=NC=2C=CC=CC2C=2N1N=C(N2)C2=CC=C(C#N)C=C2